tert-butyl 4-(2-isopropyl-4-methoxythieno[2',3':5,6]benzo[1,2-d]oxazol-7-yl)-4-oxobutanoate C(C)(C)C=1OC2=C(N1)C1=C(C=C2OC)SC(=C1)C(CCC(=O)OC(C)(C)C)=O